BrC1=CC=C(C=C1)C(CO)(C)C 2-(4-bromophenyl)-2-methyl-1-propanol